N1=CC(=CC=C1)C(=O)[O-].[Cu+2].N1=CC(=CC=C1)C(=O)[O-] copper beta-picolinate